CS(=O)(=O)C1=CC=C(O1)C(=O)O 5-methylsulfonylfuran-2-carboxylic acid